O[C@H]1[C@H](O[C@@]2([C@@H](CCO2)NC(=O)C2CCCC3=CC=CC=C23)[C@@H]([C@H]1N1N=NC(=C1)C1=CC(=C(C(=C1)F)F)F)O)CO N-((4R,5S,7R,8R,9S,10R)-8,10-dihydroxy-7-(hydroxymethyl)-9-(4-(3,4,5-trifluorophenyl)-1H-1,2,3-triazol-1-yl)-1,6-dioxaspiro[4.5]dec-4-yl)-1,2,3,4-tetrahydronaphthalene-1-carboxamide